5-((3-aminophenyl)ethynyl)-N-cyclohexyl-1H-pyrrolo[2,3-b]pyridine-4-amine NC=1C=C(C=CC1)C#CC1=C(C2=C(N=C1)NC=C2)NC2CCCCC2